(R/S)-(4-(5-(3-methyl-1H-pyrazol-4-yl)benzo[d]oxazol-2-yl)pyridin-2-yl)(4-((5-methyl-2H-tetrazol-2-yl)(phenyl)methyl)piperidin-1-yl)methanone CC1=NNC=C1C=1C=CC2=C(N=C(O2)C2=CC(=NC=C2)C(=O)N2CCC(CC2)[C@H](C2=CC=CC=C2)N2N=C(N=N2)C)C1 |r|